N1(CCC1)CC12C[C@H](N(C2C1)C(=O)OC(C)(C)C)C(NC1=NC(=CC=C1C)Br)=O (3S)-tert-Butyl 5-(azetidin-1-ylmethyl)-3-((6-bromo-3-methylpyridin-2-yl)carbamoyl)-2-azabicyclo[3.1.0]hexane-2-carboxylate